N1(N=NN=C1)C[C@H](C)OC=1C=C(C=CC1Cl)C=1C=NC(=NC1)NC=1C(=NN(C1)C1CC2(CN(C2)C2(CCOCC2)C)C1)C(C)C (S)-5-(3-((1-(1H-tetrazol-1-yl)propan-2-yl)oxy)-4-chlorophenyl)-N-(3-isopropyl-1-(2-(4-methyltetrahydro-2H-pyran-4-yl)-2-azaspiro[3.3]heptan-6-yl)-1H-pyrazol-4-yl)pyrimidin-2-amine